C(N)(=O)C=1N=C(SC1)SCC(=O)NC[C@H]1CN(CCO1)CC1=CC(=C(C=C1)F)Cl (2S)-(4-carbamoylthiazol-2-ylthio)-N-{[4-(3-chloro-4-fluorobenzyl)morpholin-2-yl]methyl}acetamide